FC(C(=O)OCC(F)(F)F)(F)F trifluoroethyl trifluoroacetate